FC(C(=O)O)(F)F.FC(C(=O)O)(F)F.NC1=CC=C(C(=N1)C)CNC([C@H](C)NC(=O)[C@@H]1NC[C@H](C1)CC1=C2C=CN=CC2=CC=C1)=O (2R,4S)-N-((S)-1-(((6-Amino-2-methylpyridin-3-yl)methyl)amino)-1-oxopropan-2-yl)-4-(isoquinolin-5-ylmethyl)pyrrolidine-2-carboxamide Di-trifluoroacetate salt